6-formyl-5-(2-methylmorpholino)pyridazine-3-carbonitrile C(=O)C1=C(C=C(N=N1)C#N)N1CC(OCC1)C